CNS(=O)(=O)C1CCN(CC1)C(=O)OCCCC butyl 4-(methylsulfamoyl)piperidine-1-carboxylate